CC1(O[Sn]2(OC(CN(C1)C)(C)C)OC(CN(CC(O2)C)C)(C)C)C 2,2,4,6,6,10,10,12,14-nonamethyl-1,7,9,15-tetraoxa-4,12-diaza-8-stannaspiro[7.7]pentadecane